(E)-6-(4-cyanopyridin-2-yl)-N'-((3-fluoropyridin-2-yl)methylene)-2,6-diazaspiro[3.3]heptane-2-thiohydrazide C(#N)C1=CC(=NC=C1)N1CC2(CN(C2)C(N/N=C/C2=NC=CC=C2F)=S)C1